ClC1=CC(=C(C=C1C(=O)ONC1CCCCC1)N1C(N(C(N(C1=O)C)=S)C)=O)F 3-(4-chloro-5-((cyclohexylamino)oxycarbonyl)-2-fluorophenyl)-1,5-dimethyl-6-thioxo-1,3,5-triazine-2,4-dione